C1(=CC=CC=C1)P(=O)(O)CC(C(=O)O)CCC(=O)O 2-[[Phenylhydroxyphosphinyl]methyl]glutaric acid